2-(dimethylamino)ethylidenebisphosphonic acid CN(CC(P(O)(O)=O)P(O)(O)=O)C